N1-methyl-pseudouridine tri-phosphate P(=O)(O)(O)O[C@H]1[C@@H](O[C@@H]([C@H]1OP(=O)(O)O)COP(=O)(O)O)C1=CN(C(=O)NC1=O)C